bis-triethanolamine N-palmitoyl-aspartate C(CCCCCCCCCCCCCCC)(=O)N[C@@H](CC(=O)O)C(=O)O.N(CCO)(CCO)CCO.N(CCO)(CCO)CCO